FC1=CC=C2C(C(COC2=C1)N1C[C@H](OCC1)C)=O 7-FLUORO-3-((R)-2-METHYLMORPHOLINO)CHROMAN-4-ONE